((4-methoxyphenyl)thio)-1-(4-(5-(trifluoromethyl)-1,2,4-oxadiazol-3-yl)phenyl)ethan-1-one COC1=CC=C(C=C1)SCC(=O)C1=CC=C(C=C1)C1=NOC(=N1)C(F)(F)F